N-(2-{4-[(3S)-3-Fluoropyrrolidin-1-yl]pyridin-2-yl}-[1,3]thiazolo[5,4-c]pyridin-6-yl)-6-[(1S,4S)-5-methyl-2,5-diazabicyclo[2.2.1]heptan-2-yl]pyrazin-2-amine F[C@@H]1CN(CC1)C1=CC(=NC=C1)C=1SC=2C=NC(=CC2N1)NC1=NC(=CN=C1)N1[C@@H]2CN([C@H](C1)C2)C